ClC=1C=CN2C(NNC(C21)=O)=O 8-chloro-2,3-dihydropyrrolo[1,2-d][1,2,4]triazine-1,4-dione